methyl-N-phenyl-pyrazol-3-amine CC=1C(=NNC1)NC1=CC=CC=C1